OCCCN(C(OC(C)(C)C)=O)CCC1=CC(=CC=C1)SC1=CC=CC=C1 tert-butyl (3-hydroxypropyl)(3-(phenylthio)phenethyl)carbamate